C(C1=CC=CC=C1)OC(=O)N1CCC(CC1)C(C=O)Br 4-(1-bromo-2-oxoethyl)piperidine-1-carboxylic acid benzyl ester